2-[(4-{6-[(4-chloro-2-fluorobenzyl)oxy]pyridin-2-yl}piperidin-1-yl)methyl]-1-[2-(4-methylmorpholin-2-yl)ethyl]-1H-benzimidazole-6-carboxylic acid ClC1=CC(=C(COC2=CC=CC(=N2)C2CCN(CC2)CC2=NC3=C(N2CCC2CN(CCO2)C)C=C(C=C3)C(=O)O)C=C1)F